FC1=CC=C(CP(C2=CC=CC=C2)(C2=CC=CC=C2)=O)C=C1 (4-fluorobenzyl)diphenyl-phosphine oxide